7-bromo-6-fluoro-2-methyl-5-nitro-indazole BrC1=C(C(=CC2=CN(N=C12)C)[N+](=O)[O-])F